COC=1N=C(N=NC1)NC1CN(CCC1)C 5-methoxy-3-((1-methylpiperidin-3-yl)amino)-1,2,4-triazine